1-tert-butyl-N-{[5-(4-{[(3S,4R)-3-fluoro-1-methylpiperidin-4-yl]amino}-1-(2,2,2-trifluoroethyl)-1H-indol-2-yl)-1,2,4-oxadiazol-3-yl]methyl}-1H-pyrrole-3-carboxamide C(C)(C)(C)N1C=C(C=C1)C(=O)NCC1=NOC(=N1)C=1N(C2=CC=CC(=C2C1)N[C@H]1[C@H](CN(CC1)C)F)CC(F)(F)F